C[C@]12C[C@@H]([C@H]3[C@H]([C@@H]1CC[C@@]2(C(=O)CO)O)CCC4=CC(=O)C=C[C@]34C)O The molecule is a glucocorticoid that is prednisone in which the oxo group at position 11 has been reduced to the corresponding beta-hydroxy group. It is a drug metabolite of prednisone. It has a role as an adrenergic agent, an anti-inflammatory drug, an antineoplastic agent, an immunosuppressive agent, a drug metabolite, an environmental contaminant and a xenobiotic. It is a glucocorticoid, an 11beta-hydroxy steroid, a 21-hydroxy steroid, a 17alpha-hydroxy steroid, a 20-oxo steroid, a 3-oxo-Delta(1),Delta(4)-steroid, a primary alpha-hydroxy ketone and a tertiary alpha-hydroxy ketone. It derives from a Delta(1)-progesterone.